(S)-N-(1-(5-(2-methoxyquinolin-3-yl)-1H-imidazol-2-yl)-5-(2-(methylthio)benzamido)pentyl)-1-methylpiperidine-4-carboxamide COC1=NC2=CC=CC=C2C=C1C1=CN=C(N1)[C@H](CCCCNC(C1=C(C=CC=C1)SC)=O)NC(=O)C1CCN(CC1)C